COC1=C(CN2[C@@H](C=3N(CC2)C(=NN3)C=3SC2=C(N3)C=CC=C2)C)C=CC(=C1)OC (R)-2-(7-(2,4-dimethoxybenzyl)-8-methyl-5,6,7,8-tetrahydro-[1,2,4]triazolo[4,3-a]pyrazin-3-yl)benzo[d]thiazole